ClC=1C=C(CNCCCCOC[C@H](C)NC2=NC3=C(C4=CN=CC=C24)C=CC(=C3)C(=O)O)C=CC1OC(F)(F)F (S)-5-((1-(4-((3-chloro-4-(trifluoromethoxy)benzyl)amino)butoxy)propan-2-yl)amino)benzo[c][2,6]naphthyridine-8-carboxylic acid